C(C)(C)(C)C=1C=C(C=C(C1O)C(C)(C)C)CCC(=O)OCCSCCOC(CCC1=CC(=C(C(=C1)C(C)(C)C)O)C(C)(C)C)=O THIODIETHYLENE BIS[3-(3,5-DI-TERT-BUTYL-4-HYDROXYPHENYL)PROPIONATE]